FC=1C=C(C(=O)NCC23CCC(CC2)(CC3)C3=NC(=NO3)C3=NNC(C=C3)=O)C=C(C1OCC1=CC=C(C=C1)OC)F 3,5-difluoro-4-[(4-methoxyphenyl)methoxy]-N-({4-[3-(6-oxo-1,6-dihydropyridazin-3-yl)-1,2,4-oxadiazol-5-yl]bicyclo[2.2.2]octan-1-yl}methyl)benzamide